NC1=NC=C(C=C1CCC(CC)O)CC 1-(2-amino-5-ethyl-3-pyridyl)-3-pentanol